COC1=C(C=CC=C1)C1CCC=2N1C1=C(N2)C=CC(=C1)C=1C=NC(=NC1)C(C)(C)O 2-(5-(1-(2-methoxyphenyl)-2,3-dihydro-1H-benzo[d]pyrrolo[1,2-a]imidazol-7-yl)pyrimidin-2-yl)propan-2-ol